BrC1=CC=C(C=C1)C1=CC=C(C=C1)C(CCCCC)C1=CC=C(C=C1)C1=CC=C(C=C1)Br bis(4'-bromobiphenyl-4-yl)hexane